OCC1(CCC1)NC=1C2=C(N=C(N1)N1CCC(CC1)C=1SC(=NN1)C)CC[S@]2=O (R)-4-((1-(Hydroxymethyl)cyclobutyl)amino)-2-(4-(5-methyl-1,3,4-thiadiazol-2-yl)piperidin-1-yl)-6,7-dihydrothieno[3,2-d]pyrimidine 5-oxide